C1(=CC=CC=C1)NC1=CC=CC2=CC=CC=C12 1-Phenylaminonaphthalin